8-methyl-2-[4-(4-methylpiperazin-1-yl)anilino]-6-(2-oxo-4-prop-2-enoyl-piperazin-1-yl)pyrido[2,3-d]pyrimidin-7-one CN1C(C(=CC2=C1N=C(N=C2)NC2=CC=C(C=C2)N2CCN(CC2)C)N2C(CN(CC2)C(C=C)=O)=O)=O